C(C)(C)(C)C(C(=O)O)N1CCN(CC1)C1=CC=C(C=C1)C1=C(N=NC(=C1)Cl)OC.C(=O)(OCC1C2=CC=CC=C2C2=CC=CC=C12)N(CC(=O)O)CC1=C(C=C(C=C1OC)OC)OC Fmoc-2,4,6-trimethoxybenzyl-glycine tert-butyl-2-(4-(4-(6-chloro-3-methoxypyridazin-4-yl)phenyl)piperazin-1-yl)acetate